ClC1=C(C=C(C(=O)N2CC=3N=C(N(C(C3C[C@H]2C)=O)[C@@H]2CC[C@H](CC2)NC(C)=O)NC(C)C)C=C1)C(F)(F)F N-((trans)-4-((R)-7-(4-Chloro-3-(trifluoromethyl)benzoyl)-2-(isopropylamino)-6-methyl-4-oxo-5,6,7,8-tetrahydropyrido[3,4-d]pyrimidin-3(4H)-yl)cyclohexyl)-acetamide